tert-butyl 2-(4-(6-((4-cyano-2-(methoxymethyl)benzyl)oxy)pyridin-2-yl)-2,5-difluorobenzyl)-1-(2-methoxyethyl)-1H-benzo[d]imidazole-6-carboxylate C(#N)C1=CC(=C(COC2=CC=CC(=N2)C2=CC(=C(CC3=NC4=C(N3CCOC)C=C(C=C4)C(=O)OC(C)(C)C)C=C2F)F)C=C1)COC